(R)-(+)-alpha-methoxy-alpha-(trifluoromethyl)phenylacetic acid CO[C@](C1=CC=CC=C1)(C(=O)O)C(F)(F)F